NCC=1C=C(C=CC1)C(=O)N 3-(aminomethyl)benzene-1-carboxamide